BrC=1C(=C(C(=O)N(C)C)C=C(C1)Cl)NC 3-bromo-5-chloro-N,N-dimethyl-2-methylaminobenzamide